1-[4-(7-cyclopentyl-3,8,9,10-tetrahydrocyclohepta[e]indazol-6-yl)phenyl]piperidine-4-carbaldehyde C1(CCCC1)C1=C(C2=C(C=3C=NNC3C=C2)CCC1)C1=CC=C(C=C1)N1CCC(CC1)C=O